BrC1=C(C=CC(=C1)Cl)NC(=O)[C@@H]1C[C@@H](N(CC1)C(=O)OC(C)(C)C)C tert-butyl (2S,4S)-4-[(2-bromo-4-chloro-phenyl)carbamoyl]-2-methyl-piperidine-1-carboxylate